FC1(CN(C1)CC=O)F 2-(3,3-difluoroazetidin-1-yl)ethan-1-one